Methyl (1-((3-chloro-4-fluorophenyl)carbamoyl)-2-methyl-2,4,5,6,7,8-hexahydro cyclohepta[c]pyrrol-4-yl)carbamate ClC=1C=C(C=CC1F)NC(=O)C=1N(C=C2C1CCCCC2NC(OC)=O)C